7-chloro-N-[6-(2,2-difluoroethoxy)-5-fluoro-2-methoxy-3-pyridinyl]-2-(methylamino)quinoline-4-sulfonamide ClC1=CC=C2C(=CC(=NC2=C1)NC)S(=O)(=O)NC=1C(=NC(=C(C1)F)OCC(F)F)OC